N-((S)-1-(((S)-4-((5-cyanopyrazin-2-yl)oxy)-3-oxo-1-((S)-2-oxopiperidin-3-yl)butan-2-yl)amino)-4-methyl-1-oxopentan-2-yl)-4-methoxy-1H-indole-2-carboxamide C(#N)C=1N=CC(=NC1)OCC([C@H](C[C@H]1C(NCCC1)=O)NC([C@H](CC(C)C)NC(=O)C=1NC2=CC=CC(=C2C1)OC)=O)=O